NC1=C(C=CC=C1Cl)C=1SC=C(N1)C(=O)O 2-(2-amino-3-chlorophenyl)-4-thiazolecarboxylic acid